2,3,3,3-tetrachloropropene ClC(=C)C(Cl)(Cl)Cl